(2R,3S,4S,5R)-3-[2-(cyclobutoxy)-3,4-difluoro-phenyl]-4,5-dimethyl-5-(trifluoromethyl)tetrahydrofuran-2-carboxylic acid C1(CCC1)OC1=C(C=CC(=C1F)F)[C@H]1[C@@H](O[C@]([C@H]1C)(C(F)(F)F)C)C(=O)O